C1(=CC=C(C=C1)C(C(SC1=CC=CC=C1)S(=O)(=O)C1=CC=CC=C1)=O)C1=CC=CC=C1 1-([1,1'-biphenyl]-4-yl)-2-(benzenesulfonyl)-2-(phenylthio)ethan-1-one